OCCCCCCCCC(C(CCCCCCCC(=O)OC(CO)CO)O)O 1,3-dihydroxypropan-2-yl 18-hydroxy-9,10-dihydroxyoctadecanoate